ClC1=C(C(=O)N(C)C2(CC2)C#N)C=C(C=C1)C=1C=NN(C1)C=1N(N=C(C1OC(F)F)C(C(F)(F)F)(C(F)(F)F)F)C 2-chloro-N-(1-cyanocyclopropyl)-5-[1-[4-(difluoromethoxy)-2-methyl-5-[1,2,2,2-tetrafluoro-1-(trifluoromethyl)ethyl]pyrazol-3-yl]pyrazol-4-yl]-N-methyl-benzamide